C(C(C)C)[SiH](O[SiH](CC)CC(C)C)CC 1,3-diisobutyl-1,3-diethyldisiloxane